[N+](=O)([O-])C1=CC=C(OC(=O)O[C@H]2/C=C/C[C@@H]([C@H](CC2)C(=O)OC)NC(=O)OCC[Si](C)(C)C)C=C1 Methyl (1S,2S,4E,6R)-6-{[(4-nitrophenoxy)carbonyl]oxy}-2-({[2-(trimethylsilyl)ethoxy]carbonyl}amino)cyclooct-4-ene-1-carboxylate